Dimethyl-4-(3-(2-fluoro-5-((6-fluoro-1H-indol-1-yl)sulfonyl)-4-methoxyphenyl)ureido)thiophene-2,3-dicarboxylic acid COC(=O)C1=C(SC=C1NC(=O)NC1=C(C=C(C(=C1)S(=O)(=O)N1C=CC2=CC=C(C=C12)F)OC)F)C(=O)OC